2-OCTYL-1-DODECANYL MethaCrylate C(C(=C)C)(=O)OCC(CCCCCCCCCC)CCCCCCCC